C(CC)S(=O)(=O)N1C[C@H]2CN3C(C(=CC=C3[C@@H](C1)C2)C2=CC=C(C=C2)OC(F)(F)F)=O (1R,9R)-11-(propylsulfonyl)-5-[4-(trifluoromethoxy)phenyl]-7,11-diazatricyclo[7.3.1.02,7]trideca-2,4-dien-6-one